4,5-dichloro-3-cyanothiophene-2-carboxylic acid ethyl ester C(C)OC(=O)C=1SC(=C(C1C#N)Cl)Cl